4-(3-bromo-4-oxo-2-(trifluoromethyl)-4H-pyrido[1,2-a]pyrimidin-9-yl)-2-fluoro-N-methyl-N-(tetrahydro-2H-pyran-4-yl)benzamide BrC1=C(N=C2N(C1=O)C=CC=C2C2=CC(=C(C(=O)N(C1CCOCC1)C)C=C2)F)C(F)(F)F